4,6-Diphenyl-2-(4-(4,4,5,5-tetramethyl-1,3,2-dioxaborolan-2-yl)naphthalene-1-yl)pyrimidine C1(=CC=CC=C1)C1=NC(=NC(=C1)C1=CC=CC=C1)C1=CC=C(C2=CC=CC=C12)B1OC(C(O1)(C)C)(C)C